C1(=CCCCC1)C(=O)O 1-cyclohexene-1-formic acid